2-(butylthio)ethan-1-ol C(CCC)SCCO